[Li].C1(=CC=CC=C1)P(C=1C=C(C=CC1)S(=O)(=O)O)C1=CC=CC=C1 3-(diphenylphosphino)benzenesulfonic acid lithium